O1CCOC12CCC(CC2)=CC2=CC=C1C3(C=4N(C=5C=CC=C(C5C(N4)=O)Cl)C1=C2)CCCCC3 10'-((1,4-dioxaspiro[4.5]decan-8-ylidene)methyl)-4'-chloro-5'H-spiro[cyclohexane-1,7'-indolo[1,2-a]quinazolin]-5'-one